2-fluoro-N-(6-(5-methylthiazol-4-yl)imidazo[1,2-a]pyridin-2-yl)cyclopropane-1-carboxamide FC1C(C1)C(=O)NC=1N=C2N(C=C(C=C2)C=2N=CSC2C)C1